(2r,6r)-2-(1-cyclopropylpyrazol-3-yl)-6-methyl-morpholine C1(CC1)N1N=C(C=C1)[C@H]1CNC[C@H](O1)C